(S)-2-(benzo[d]thiazole-2-carboxamido)-N1-(1-(2-((1S,2R,4R)-bicyclo[2.2.1]heptan-2-ylamino)-2-oxoethyl)-2-oxo-1,2-dihydropyridin-3-yl)-N6-ethyl-5-oxohexanediamide S1C(=NC2=C1C=CC=C2)C(=O)N[C@H](C(=O)NC=2C(N(C=CC2)CC(=O)N[C@H]2[C@H]1CC[C@@H](C2)C1)=O)CCC(C(=O)NCC)=O